CN1N=CC(=C1)C=1C=C2CCC=NC2=CC1 6-(1-Methyl-1H-pyrazol-4-yl)-3,4-dihydroquinolin